tri(methylphenyl)phosphonium tetrakis(phenyl)borate C1(=CC=CC=C1)[B-](C1=CC=CC=C1)(C1=CC=CC=C1)C1=CC=CC=C1.CC1=C(C=CC=C1)[PH+](C1=C(C=CC=C1)C)C1=C(C=CC=C1)C